5-Chloro-3-(cyclopropylmethyl)-2-methyl-3H-imidazo[4,5-b]pyridine ClC1=CC=C2C(=N1)N(C(=N2)C)CC2CC2